ClC=1C=C(C=NC1OCCC)B(O)O 5-CHLORO-6-PROPOXYPYRIDINE-3-BORONIC ACID